C12CN(CC(CC1)O2)CCNC(=O)C=2C=CC(=C(C2)NC(=O)C=2C=C1C(=NC2)NC(=C1)C=1C=NN(C1)C)F N-(5-((2-(8-oxa-3-azabicyclo[3.2.1]octan-3-yl)ethyl)carbamoyl)-2-fluorophenyl)-2-(1-methyl-1H-pyrazol-4-yl)-1H-pyrrolo[2,3-b]pyridine-5-carboxamide